(2-(4-(dimethylamino)phenyl)-1-(phenylsulfonyl)-1H-imidazol-4-yl)(3,4,5-trimethoxyphenyl)methanone CN(C1=CC=C(C=C1)C=1N(C=C(N1)C(=O)C1=CC(=C(C(=C1)OC)OC)OC)S(=O)(=O)C1=CC=CC=C1)C